1-methoxy-1-oxohexadecane-2-sulfonic acid potassium salt [K+].COC(C(CCCCCCCCCCCCCC)S(=O)(=O)[O-])=O